Methyl 5-((diphenylmethylene)amino)-2-(1-((2-(trimethylsilyl)ethoxy)methyl)-1H-pyrrolo[2,3-b]pyridine-3-carbonyl)thiazole-4-carboxylate C1(=CC=CC=C1)C(C1=CC=CC=C1)=NC1=C(N=C(S1)C(=O)C1=CN(C2=NC=CC=C21)COCC[Si](C)(C)C)C(=O)OC